N-(2-amino-4,5-difluorophenyl)acetamide NC1=C(C=C(C(=C1)F)F)NC(C)=O